tert-butyl 2-(4-((4-(4-(4,4,5,5-tetramethyl-1,3,2-dioxaborolan-2-yl)phenyl)piperazin-1-yl)methyl)piperidin-1-yl)acetate CC1(OB(OC1(C)C)C1=CC=C(C=C1)N1CCN(CC1)CC1CCN(CC1)CC(=O)OC(C)(C)C)C